C(C)[C@H]1CN(C[C@@H]1CO)C(=O)OC(C)(C)C tert-butyl (3R,4R)-3-ethyl-4-(hydroxymethyl)pyrrolidine-1-carboxylate